CC(C=CC(C)S(=O)N)C (2-methylpropylidene)propane-2-sulfinamide